5-(4-chloro-2-fluorophenyl)-2,3-dimethyl-7-((2S)-2-(1-(1-methyl-3-azetidinyl)-1H-pyrazol-4-yl)-4-morpholinyl)pyrido[4,3-d]pyrimidin-4(3H)-one ClC1=CC(=C(C=C1)C1=NC(=CC=2N=C(N(C(C21)=O)C)C)N2C[C@@H](OCC2)C=2C=NN(C2)C2CN(C2)C)F